tert-Butyl (3-(6-amino-2,3-difluorophenyl)propyl)(3-(2-bromo-5-chloro-4-fluorobenzamido)-6-methoxypyridin-2-yl)carbamate NC1=CC=C(C(=C1CCCN(C(OC(C)(C)C)=O)C1=NC(=CC=C1NC(C1=C(C=C(C(=C1)Cl)F)Br)=O)OC)F)F